COC1=C(C=CC=C1)C1=C(C=NC2=CC=CN=C12)C(=O)OCC ethyl 4-(2-methoxyphenyl)-1,5-naphthyridine-3-carboxylate